O=C1NC(CCC1N1C(C2=CC=C(C=C2C1)C(=O)N[C@@H](C(F)(F)F)C1=NC=CC=C1C(F)(F)F)=O)=O 2-(2,6-dioxopiperidin-3-yl)-1-oxo-N-((R)-2,2,2-trifluoro-1-(3-(trifluoromethyl)pyridin-2-yl)ethyl)isoindoline-5-carboxamide